3-(2-chloro-5-fluoro-pyrimidin-4-yl)oxazolidin-2-one ClC1=NC=C(C(=N1)N1C(OCC1)=O)F